1-methyl-4-(2-hydroxyethyl)pyridine iodonium salt [IH2+].CN1CC=C(C=C1)CCO